OC1=C(N=CC2=CC(=CC=C12)OC1=CC=CC=C1)C(=O)OCCCC Butyl 4-hydroxy-7-phenoxyisoquinoline-3-carboxylate